ClC=1C=C(C=C(C1)SCC)NC(=O)C=1SC(=C(C1)C1=NC=C(C=C1)F)C N-(3-chloro-5-(ethylsulfanyl)phenyl)-4-(5-fluoropyridin-2-yl)-5-methylthiophene-2-carboxamide